CC=1C=C2C=CC(=CN2C1C(=O)N)OCC1=C(N=CS1)C 2-methyl-6-[(4-methyl-1,3-thiazol-5-yl)methoxy]indolizine-3-carboxamide